ClC=1C=C(OC2CN(C2)C=2C(=C(C(=O)O)C=CC2)N2C=CC=C2)C=CC1COC=1C=NC=CC1 3-(3-(3-chloro-4-((pyridin-3-yloxy)methyl)phenoxy)azetidin-1-yl)-2-(1H-pyrrol-1-yl)benzoic acid